(2S)-2-{[(tert-Butyloxy)carbonyl]amino}-5-(3-fluorophenyl)-5-oxopentanoic acid methyl ester COC([C@H](CCC(=O)C1=CC(=CC=C1)F)NC(=O)OC(C)(C)C)=O